ClC1=CC=C(C=C1)N1N=CC(=N1)C12CC(C1)(C2)NC(=O)C2CS(CC2)(=O)=O N-[3-[2-(4-chlorophenyl)triazol-4-yl]-1-bicyclo[1.1.1]pentanyl]-1,1-dioxo-thiolane-3-carboxamide